ClC=1C=C(C=NC1OC(F)F)C(=O)NCC=1C(=NC=NC1)OC 5-chloro-6-(difluoromethoxy)-N-[(4-methoxypyrimidin-5-yl)methyl]pyridine-3-carboxamide